FC(C(=O)O)(F)F.CN1C=C(C2=CC=CC=C12)NC(=O)N1CCC=2C1=NC=CC2N2CCNCC2 N-(1-methyl-1H-indol-3-yl)-4-(piperazin-1-yl)-2,3-dihydro-1H-pyrrolo[2,3-b]pyridine-1-carboxamide 2,2,2-trifluoroacetate